N1=C(C=CC=C1)/C=C/C1=NN(C2=CC=C(C=C12)N)C1OCCCC1 (E)-3-(2-(pyridin-2-yl)vinyl)-1-(tetrahydro-2H-pyran-2-yl)-1H-indazol-5-amine